COC(=O)C1(CNCC1)NC(=O)OC(C)(C)C methyl-3-((tert-butoxycarbonyl)amino)pyrrolidine-3-carboxylate